C(C)(C)(C)OC(=O)N1CCC(CC1)OC1=CC(=C(C=C1)N)C(N)=O 4-(4-amino-3-carbamoyl-phenoxy)-piperidine-1-carboxylic acid tert-butyl ester